3-AminopropyltriethoxySilane NCCC[Si](OCC)(OCC)OCC